N-(3-Chloro-4-fluorophenyl)-4-(5-(5-(difluoromethyl)-1-methyl-1H-pyrazol-4-yl)-5-hydroxyoctahydropentalen-2-yl)-1-methyl-1H-imidazole-5-carboxamide ClC=1C=C(C=CC1F)NC(=O)C1=C(N=CN1C)C1CC2CC(CC2C1)(O)C=1C=NN(C1C(F)F)C